C(C)(C)(C)OC(=O)N(C1=CC(=NC=2N1N=CC2C(C)C)NC[C@H]2[C@H](CN(CC2)C(=O)OC(C)(C)C)O)CC=2SC1=C(C=NC=C1)N2 Tert-butyl (3R,4S)-4-(((7-((tert-butoxycarbonyl) (thiazolo[4,5-c]pyridin-2-ylmethyl) amino)-3-isopropylpyrazolo[1,5-a]pyrimidin-5-yl) amino) methyl)-3-hydroxypiperidine-1-carboxylate